Cl.CN(C1(CCCC1)C(=O)N[C@@H](C)C1=CC=C(C(=O)O)C=C1)CCOC1=CC=CC=C1 4-[(1S)-1-[[1-[Methyl(2-phenoxyethyl)amino]cyclopentanecarbonyl]amino]ethyl]benzoic acid, hydrochloride